C(C(C)C)OC1CCNCC1 4-Isobutoxypiperidine